OC=1C=C(C=C2C(NC(NC2=O)=S)=O)C=CC1O 5-(3,4-Dihydroxybenzylidene)-2-thioxodihydropyrimidine-4,6(1H,5H)-dione